N-[6-(4-carbamoylpiperidin-1-yl)thiazolo[4,5-b]pyrazin-2-yl]-4-(5-chloro-2-methoxy-phenyl)-6-methylnicotinamide C(N)(=O)C1CCN(CC1)C=1N=C2C(=NC1)N=C(S2)NC(C2=CN=C(C=C2C2=C(C=CC(=C2)Cl)OC)C)=O